C(C#CC)(=O)N1[C@@H](CCC1)C1=NC(=C2N1C=CN1C2=NC(C=C1C)=O)C1=CC=C(C(=O)NC2=NC=CC=C2)C=C1 (S)-4-(9-(1-(but-2-ynoyl)pyrrolidin-2-yl)-4-methyl-2-oxo-2H-imidazo[5',1':3,4]pyrazino[1,2-a]pyrimidin-11-yl)-N-(pyridin-2-yl)benzamide